Tricyclohexyl-phosphine tetra-fluoroborate F[B-](F)(F)F.C1(CCCCC1)P(C1CCCCC1)C1CCCCC1